bis(4-hydroxyphenyl)-3-methylbutane OC1=CC=C(C=C1)C(C)(C(C)C)C1=CC=C(C=C1)O